C1(CC1)C1=NC(=NN1)NC=1SC(=C(N1)C=1C=C(C#N)C=CC1)C1=CN(C(C=C1)=O)C 3-{2-[(5-Cyclopropyl-1H-1,2,4-Triazol-3-Yl)Amino]-5-(1-Methyl-6-Oxo-1,6-Dihydropyridin-3-Yl)-1,3-Thiazol-4-Yl}Benzonitrile